6-bromo-1H-pyrrolo[2,3-b]Pyridine BrC1=CC=C2C(=N1)NC=C2